NC1=NC=CC=C1C1=NC=C(N=C1)C=CC1=CC=C(C=C1)O 2-amino-3-pyridyl-5-(4-hydroxystyryl)pyrazine